O=C1NC(CCC1N1C(C2=CC=CC(=C2C1=O)NCCN(CCOCCN1CCC(CC1)NC(OC(C)(C)C)=O)C)=O)=O tert-butyl (1-(2-(2-((2-((2-(2,6-dioxopiperidin-3-yl)-1,3-dioxoisoindolin-4-yl) amino)ethyl)(methyl)amino)ethoxy)ethyl)piperidin-4-yl)carbamate